BrC1=C2CCN(C2=CC=C1)CCCN1CCC2(CC(C2)O)CC1 4-bromo-1-(3-(2-hydroxy-7-azaspiro[3.5]nonan-7-yl)propyl)indoline